S1C(=NC2=C1C=CC=C2)NC(/C=C/C(=O)OCC)=O (E)-ethyl 4-(benzo[d]thiazol-2-ylamino)-4-oxobut-2-enoate